ClC=1N=C(C2=C(N1)C=C(N2)C(=O)NCC(OC)OC)Cl 2,4-dichloro-N-(2,2-dimethoxyethyl)-5H-pyrrolo[3,2-d]pyrimidine-6-carboxamide